NC1=C2N(C(N(C2=NC=N1)C1CCNCC1)=O)C1=CC=C(C=C1)OC1=CC=CC=C1 6-amino-7-(4-phenoxyphenyl)-9-(piperidin-4-yl)-7H-purin-8(9H)-one